NCCN1CCC2(CN(C(O2)=O)C2=CC=C(C=C2)S(=O)(=O)N2CCN(CC2)C2=NC(=CC(=C2)C(F)(F)F)Cl)CC1 8-(2-aminoethyl)-3-[4-[4-[6-chloro-4-(trifluoromethyl)-2-pyridyl]piperazin-1-yl]sulfonylphenyl]-1-oxa-3,8-diazaspiro[4.5]decan-2-one